dimethylpyrazine Nitrogen [N].CC=1C(=NC=CN1)C